ClC=1C=C(C=CC1OC1=CC=CC=C1)C1=NC(=NO1)N1C=CC2=CC(=CC=C12)C=O (5-(3-chloro-4-phenoxyphenyl)-1,2,4-oxadiazol-3-yl)-1H-indole-5-carbaldehyde